(S)-N-((R or S)-(5-fluoro-6-(trifluoromethyl)pyridin-2-yl)(4-(trifluoromethoxy)phenyl)-methyl)-2-oxoimidazolidine-4-carboxamide FC=1C=CC(=NC1C(F)(F)F)[C@H](NC(=O)[C@H]1NC(NC1)=O)C1=CC=C(C=C1)OC(F)(F)F |o1:11|